C(C)(C)(C)OC(=O)N1CCN(CC1)C=1C(=NC=C(C1)C=1C(=C(C=C(C1)F)C1=CC(=C(C=C1)N1C(N(CC1)C)=O)Cl)O)CNC(C)=O 4-(2-(acetamidomethyl)-5-(3'-chloro-5-fluoro-2-hydroxy-4'-(3-methyl-2-oxoimidazolidin-1-yl)-[1,1'-biphenyl]-3-yl)pyridin-3-yl)piperazine-1-carboxylic acid tert-butyl ester